(E)-3-((4-Fluoro-3-((E)-4-(piperidin-1-ylmethyl)styryl)-1H-indazol-6-yl)methylene)-4-Phenylpyrrolidin-2-one trifluoroacetate FC(C(=O)O)(F)F.FC1=C2C(=NNC2=CC(=C1)\C=C/1\C(NCC1C1=CC=CC=C1)=O)\C=C\C1=CC=C(C=C1)CN1CCCCC1